BrC1=C2C=NN(C2=C(C(=C1B(O)O)F)F)C1OCCCC1 (4-bromo-6,7-difluoro-1-(tetrahydro-2H-pyran-2-yl)-1H-indazol-5-yl)boronic acid